NC1=C(SC(=C1)Br)C(=O)OC methyl 3-amino-5-bromo-thiophene-2-carboxylate